ClC1=CC(=C(CC=2N(C3=CC(=C(C=C3C2)C(=O)O)F)CCO)C=C1)C(F)(F)F 2-(4-chloro-2-(trifluoromethyl)benzyl)-6-fluoro-1-(2-hydroxyethyl)-1H-indole-5-carboxylic acid